monochloro-terephthalonitrile ClC1=C(C#N)C=CC(=C1)C#N